7-((5-chloropyridin-2-yl)methyl)-1-(3-hydroxypropyl)-3-methyl-8-(p-tolyloxy)-1H-purine-2,6(3H,7H)-dione ClC=1C=CC(=NC1)CN1C(=NC=2N(C(N(C(C12)=O)CCCO)=O)C)OC1=CC=C(C=C1)C